(R)-5-(2-(5-fluoro-2-methoxypyridin-3-yl)pyrrolidin-1-yl)-N-(1-methyl-1H-pyrazol-3-yl)pyrazolo[1,5-a]pyrimidine-3-carboxamide FC=1C=C(C(=NC1)OC)[C@@H]1N(CCC1)C1=NC=2N(C=C1)N=CC2C(=O)NC2=NN(C=C2)C